ClC1=CC=C(C=C1)C1=C(C=NC2=CC=C(C=C12)C)C1=NN(C(C1)C1=CC=C(C=C1)Cl)C(CC(CO)(F)F)=O 4-(4-chlorophenyl)-3-[5-(4-chlorophenyl)-1-(3,3-difluoro-4-hydroxybutanoyl)-4,5-dihydro-1H-pyrazol-3-yl]-6-methylquinolin